9-dichloromethylene-1,2,3,4-tetrahydro-1,4-methanonaphthalen-5-amine ClC(=C1C2CCC1C=1C(=CC=CC21)N)Cl